C(C)(C)(C)OC(NC12CC(C1)(C2)F)=O N-(3-fluorobicyclo[1.1.1]pent-1-yl)carbamic acid tert-butyl ester